3,6-diazabicyclo[3.1.1]heptan C12CNCC(N1)C2